C(CCC)[Sn](C(C)=O)(C(C)=O)CCCC Dibutyl-diacetyltin